[4-[4-[6-chloro-4-(trifluoromethyl)-2-pyridyl]piperazin-1-yl]sulfonylphenyl]-3-[(4-piperidylmethylamino)methyl]benzamide ClC1=CC(=CC(=N1)N1CCN(CC1)S(=O)(=O)C1=CC=C(C=C1)C1=C(C(=O)N)C=CC=C1CNCC1CCNCC1)C(F)(F)F